(2-Isobutyl-3-methoxy-phenyl)-methanesulfonamide C(C(C)C)C1=C(C=CC=C1OC)CS(=O)(=O)N